N-(4-{4-amino-1-[1-(2-methylpropanoyl)piperidin-4-yl]-1H-pyrazolo[4,3-c]pyridin-3-yl}phenyl)-2,4-dioxo-1-(propan-2-yl)-3-(pyridin-2-yl)-1,2,3,4-tetrahydropyrimidine-5-carboxamide NC1=NC=CC2=C1C(=NN2C2CCN(CC2)C(C(C)C)=O)C2=CC=C(C=C2)NC(=O)C=2C(N(C(N(C2)C(C)C)=O)C2=NC=CC=C2)=O